N-(5-(4,8-dimethylquinazolin-6-yl)-4-(furan-2-yl)pyrimidin-2-yl)cyclopropylcarboxamide CC1=NC=NC2=C(C=C(C=C12)C=1C(=NC(=NC1)NC(=O)C1CC1)C=1OC=CC1)C